5-iodobenzo[b]thiophen-6-amine IC1=CC2=C(SC=C2)C=C1N